C(C1=CC=CC=C1)N1C=2N(CC(C1)CNC(C=C)=O)N=CC2 N-((4-benzyl-4,5,6,7-tetrahydropyrazolo[1,5-a]pyrimidin-6-yl)methyl)acrylamide